allyl-2-amino-acetamide C(C=C)C(C(=O)N)N